C(C1=CC=CC=C1)OC(=O)N(C(CSCC(=O)O)C(=O)N(C)C)C 2-[2-[benzyloxycarbonyl(methyl)amino]-3-(dimethylamino)-3-oxo-propyl]sulfanylacetic acid